2,3-dioxo-pyridine O=C1N=CC=CC1=O